C(C)OC(=O)C=1C(=NN(C1)C)C(F)(F)Cl 3-(chlorodifluoromethyl)-1-methyl-1H-pyrazole-4-carboxylic acid ethyl ester